3,3-difluoropiperidin-4-ol hydrochloride Salt Cl.FC1(CNCCC1O)F